C1=CC=CC=2C3=CC=CC=C3N(C12)CC(C)SC1=NN=NN1C 1-(9H-carbazole-9-yl)-2-((1-methyl-1H-tetrazol-5-yl)thio)propane